C(C)(C)(C)OC(N[C@H]1C[C@H](CCC1)C(NC1=NC=C(C(=C1)C1=C2N(N=C1)CC(C2)(C)C)OC)=O)=O ((1R,3S)-3-((4-(5,5-dimethyl-5,6-dihydro-4H-pyrrolo[1,2-b]pyrazol-3-yl)-5-methoxypyridin-2-yl)carbamoyl)cyclohexyl)carbamic acid tert-butyl ester